3-(2-{5-[(7R)-7-amino-2-azabicyclo[2.2.1]heptane-2-carbonyl]-7-methoxy-1-methyl-1H-1,3-benzodiazol-2-yl}-1-(cyclopropylmethyl)-1H-pyrrolo[2,3-b]pyridin-6-yl)-2-methylbenzoic acid N[C@H]1C2N(CC1CC2)C(=O)C2=CC1=C(N(C(=N1)C1=CC=3C(=NC(=CC3)C=3C(=C(C(=O)O)C=CC3)C)N1CC1CC1)C)C(=C2)OC